BrC=1C=C2C(NC=NC2=C2C1C(N(C2=O)CC2=CC=C(C=C2)OC)C2=C(C=CC(=C2)F)Cl)=O 6-Bromo-7-(2-chloro-5-fluorophenyl)-8-[(4-methoxyphenyl)methyl]-4,7,8,9-tetrahydro-3H-pyrrolo[4,3-H]quinazoline-4,9-dione